ClCC=1C=C(OC2=NC=C(C=C2)C)C=CC1 2-(3-chloromethyl-phenoxy)-5-methyl-pyridine